The molecule is a polyunsaturated fatty acyl-CoA(4-) obtained by deprotonation of the phosphate and diphosphate OH groups of (9Z,12Z,15Z,18Z,21Z)-tetracosapentaenoyl-CoA; major species at pH 7.3. It is a polyunsaturated fatty acyl-CoA(4-), a very long-chain acyl-CoA(4-) and a 3-substituted propionyl-CoA(4-). It is a conjugate base of a (9Z,12Z,15Z,18Z,21Z)-tetracosapentaenoyl-CoA. CC/C=C\\C/C=C\\C/C=C\\C/C=C\\C/C=C\\CCCCCCCC(=O)SCCNC(=O)CCNC(=O)[C@@H](C(C)(C)COP(=O)([O-])OP(=O)([O-])OC[C@@H]1[C@H]([C@H]([C@@H](O1)N2C=NC3=C(N=CN=C32)N)O)OP(=O)([O-])[O-])O